C(N)(=O)C1=CC=C(C=C1)[C@@H](C1=[N+](C=CC=C1)[O-])OC1=CC=C2C(CCOC2=C1C)=O (S)-2-((4-carbamoylphenyl)((8-methyl-4-oxochroman-7-yl)oxy)methyl)pyridine 1-oxide